C1(=CC=C2C=CC3=CC=CC4=CC=C1C2=C34)C=3C=NC=C(C3)C3=CC=C4C=CC2=CC=CC1=CC=C3C4=C21 3,5-bis(pyren-1-yl)pyridine